OC(C)C1=C(C=C(C=C1)O)I 4-(1-hydroxyethyl)-3-iodophenol